O[C@@H](CNC(=O)C1=CC2=C(N=CN2)C=C1)C benzoimidazole-5-carboxylic acid ((R)-2-hydroxy-propyl)-amide